1-((2-(2,6-dioxopiperidin-3-yl)-1,3-dioxoisoindolin-4-yl)oxy)-2-oxo-6,9,12-trioxa-3-azatetradecan-14-yl methanesulfonate CS(=O)(=O)OCCOCCOCCOCCNC(COC1=C2C(N(C(C2=CC=C1)=O)C1C(NC(CC1)=O)=O)=O)=O